ONC(CCCCCCCN1C2=CC3=C(C=C2C=2NC(C4=CC=CC=C4C21)=O)OCO3)=O N-hydroxy-8-(5-oxo-5,6-dihydro-12H-[1,3]dioxolo[4',5':5,6]indolo[3,2-c]isoquinolin-12-yl)octanoic acid amide